N-methyl-8-(1-(methylamino)ethyl)pyrido[3,4-b]pyrazin-5-amine CNC1=NC=C(C=2C1=NC=CN2)C(C)NC